NC1CC(C1)(C)NC([O-])=O (1R,3R)-3-amino-1-methylcyclobutylcarbamate